C(C)C1OC=2CCCC(C2[C@H](C1)C)=O (4S)-2-ethyl-4-methyl-2,3,4,6,7,8-hexahydro-5H-chromen-5-one